O=C(CC(C)O)CCO 4-oxo-2,6-hexanediol